N-(2-(4-(azidomethyl)piperidin-1-yl)ethyl)-4-(2,6-difluorophenyl)piperidine-1-sulfonamide N(=[N+]=[N-])CC1CCN(CC1)CCNS(=O)(=O)N1CCC(CC1)C1=C(C=CC=C1F)F